1-butyl-3-methyl-imidazolium C(CCC)N1C=[N+](C=C1)C